FC(C1=CC=C(/C=C/C=2OC=C(N2)COC2=CC=C(C=C2)CCCCNC(OC(C)(C)C)=O)C=C1)(F)F (E)-tert-butyl (4-(4-((2-(4-(trifluoromethyl)styryl)oxazol-4-yl)methoxy)phenyl)butyl)carbamate